F[C@@]1([C@](C1)(C)CO)C=C |r| Racemic-((1s,2r)-2-fluoro-1-methyl-2-vinylcyclopropyl)methanol